FC=1C=CC2=C(N=C(O2)CN2C3=C(OCC2=O)C=CC(=C3)C(=O)NO)C1 4-((5-fluorobenzo[d]oxazol-2-yl)methyl)-N-hydroxy-3-oxo-3,4-dihydro-2H-benzo[b][1,4]oxazine-6-carboxamide